6-fluoro-2-[(3R)-3-methylpiperazin-1-yl]-1,3-benzothiazole FC1=CC2=C(N=C(S2)N2C[C@H](NCC2)C)C=C1